N1(CCOCC1)C1=NC(=NC=C1)NC1=NC=NC2=CC(=C(C=C12)NC(CCC(=O)OC)=O)OC methyl 4-((4-((4-morpholinylpyrimidin-2-yl) amino)-7-methoxyquinazolin-6-yl) amino)-4-oxobutyrate